C(C=C)(=O)N1[C@@H](CN(C[C@@H]1C)C=1C2=C(N(C(N1)=O)C=1C(=NC=CC1C)C(C)C)N=C(C(=C2)F)C2=C(C=CC=C2)F)C (M)-4-(4-Acryloyl-cis-3,5-dimethylpiperazin-1-yl)-6-fluoro-7-(2-fluorophenyl)-1-(2-isopropyl-4-methylpyridin-3-yl)pyrido[2,3-d]pyrimidin-2(1H)-one